2,7-bis(pyridin-3-yl)[1]Benzothiophene Dilithium azelat C(CCCCCCCC(=O)[O-])(=O)[O-].[Li+].[Li+].N1=CC(=CC=C1)C=1SC2=C(C1)C=CC=C2C=2C=NC=CC2